NC1=C(C=CC(=N1)N1[C@H](CN(CC1)C(=O)OC(C)(C)C)C)[N+](=O)[O-] tert-butyl (3S)-4-(6-amino-5-nitropyridin-2-yl)-3-methylpiperazine-1-carboxylate